4-isobutylamino-2-[(1-methyl-1H-pyrazol-4-yl)amino]pyrimidin C(C(C)C)NC1=NC(=NC=C1)NC=1C=NN(C1)C